CC([C@@H](C1=NC=CC=C1)NC(=O)C=1C=2C[C@@H]3[C@H](C2N(N1)C1=NC=CC=C1)C3)(C)C (1aR,5aR)-2-Pyridin-2-yl-1a,2,5,5a-tetrahydro-1H-2,3-diaza-cyclopropa[a]pentalene-4-carboxylic acid ((S)-2,2-dimethyl-1-pyridin-2-yl-propyl)-amide